(4-amino-3-methylimidazo[1,5-a]pyrido[3,4-e]pyrazin-8-yl)((3R,4aS,9bS)-6-fluoro-3-methyl-7-(trifluoromethyl)-3,4,4a,9b-tetrahydrobenzofuro[3,2-b]pyridin-1(2H)-yl)methanone NC=1C=2N(C3=C(N1)C=NC(=C3)C(=O)N3[C@@H]1[C@H](C[C@H](C3)C)OC3=C1C=CC(=C3F)C(F)(F)F)C=NC2C